C1(CC1)C1=NN(C=N1)C1CC2(CN(C2)C(=O)N2CC3(C2)CC(C3)OC=3C=NC(=CC3)C(F)(F)F)C1 (6-(3-cyclopropyl-1H-1,2,4-triazol-1-yl)-2-azaspiro[3.3]heptan-2-yl)(6-((6-(trifluoromethyl)pyridin-3-yl)oxy)-2-azaspiro[3.3]heptan-2-yl)methanone